ClC=1C=C(C=CC1OC)NC(C#C[Si](C(C)C)(C(C)C)C(C)C)=O (3-chloro-4-methoxy-phenyl)-3-(triisopropylsilyl)propiolamide